BrC=1SC=C(N1)C(C(=O)OCC)(C)C ethyl 2-(2-bromothiazol-4-yl)-2-methylpropionate